NC1=NC=NN2C1=C(C=C2C2CCN(CC2)CCO)C2=CC=C(C=C2)NC(=O)C=2C(N(C=CC2)C2=CC=CC=C2)=O N-(4-{4-Amino-7-[1-(2-hydroxyethyl)piperidin-4-yl]pyrrolo[2,1-f][1,2,4]triazin-5-yl}phenyl)-2-oxo-1-phenyl-1,2-dihydropyridine-3-carboxamide